(2S,4r)-N-[(5-cyclopropyl-2-methyl-1,2,4-triazol-3-yl)methyl]-1-[(2S)-2-(4-cyclopropyl-triazol-1-yl)-3,3-dimethyl-butyryl]-4-hydroxy-pyrrolidine-2-carboxamide C1(CC1)C=1N=C(N(N1)C)CNC(=O)[C@H]1N(C[C@@H](C1)O)C([C@H](C(C)(C)C)N1N=NC(=C1)C1CC1)=O